(R)-2-((1-(6-bromoquinoline-4-carbonyl)pyrrolidin-2-yl)methyl)isoindoline-1,3-dione BrC=1C=C2C(=CC=NC2=CC1)C(=O)N1[C@H](CCC1)CN1C(C2=CC=CC=C2C1=O)=O